C1CCC2=C(C=3CCCC3C=C12)NC(=O)NS(=O)(=O)C=1C=C(C=CC1)NC(CCC#C)=O N-(3-(N-((1,2,3,5,6,7-hexahydro-s-indacen-4-yl)carbamoyl)sulfamoyl)phenyl)pent-4-ynamide